C(C=C)(=O)ON1C(CCCC1(C)C)(C)C acryloyloxy-2,2,6,6-tetramethylpiperidine